4-(2-fluoro-6-methoxyphenyl)-2-(6-methyl-2-((S)-2-methylpiperazin-1-yl)pyrimidin-4-yl)-2,3-dihydro-1H-pyrrolo[3,4-c]pyridin-1-one FC1=C(C(=CC=C1)OC)C1=NC=CC2=C1CN(C2=O)C2=NC(=NC(=C2)C)N2[C@H](CNCC2)C